NC=1SC2=C(N1)C=CC(=C2)C2=NN(C(=C2)C2=CC=C(C=C2)F)CC2=CC=C(C(=O)NO)C=C2 4-{[3-(2-aminobenzo[d]thiazol-6-yl)-5-(4-fluorophenyl)-1H-pyrazol-1-yl]methyl}-N-hydroxybenzamide